C(C)(C)(C)OC(=O)N1[C@H](CN(CC1)C1=CC(=NC=2CN(CCC12)C(=O)[O-])OC1CCN(CC1)C)CC#N (S)-4-(4-(tert-butoxycarbonyl)-3-(cyanomethyl)piperazin-1-yl)-2-((1-methylpiperidin-4-yl) oxy)-5,8-dihydro-1,7-naphthyridine-7(6H)-carboxylate